4-(dihydroxyboryl)-2-fluorobenzaldehyde OB(C1=CC(=C(C=O)C=C1)F)O